(4-(diisopropylsilyl)phenyl)methanol C(C)(C)[SiH](C1=CC=C(C=C1)CO)C(C)C